FC=1C=C(CCNC2=NC=C(C=N2)C(=O)NN)C=CC1 2-((3-fluorophenethyl)amino)pyrimidine-5-carbohydrazide